tert-butyl (5-bromo-3-(3-(4-iodophenyl)isoxazol-5-yl)pyrazine-2-yl)(tert-butoxycarbonyl)carbamate BrC=1N=C(C(=NC1)N(C(OC(C)(C)C)=O)C(=O)OC(C)(C)C)C1=CC(=NO1)C1=CC=C(C=C1)I